6-methyl-4-(trifluoromethyl)pyridine-2-carbonitrile CC1=CC(=CC(=N1)C#N)C(F)(F)F